naphthalen-1-ylmethyl (S)-5-fluoro-3-((R)-5-isopropyl-3-(isoquinolin-1-yl)-4,5-dihydroisoxazole-5-carboxamido)-4-oxopentanoate FCC([C@H](CC(=O)OCC1=CC=CC2=CC=CC=C12)NC(=O)[C@@]1(CC(=NO1)C1=NC=CC2=CC=CC=C12)C(C)C)=O